5-isopropyl-7,7-dimethyl-7H-benzo[de]naphtho[2,3-H]quinolone C(C)(C)C=1C=C2C=3C(=CC(NC3C3=C(C2(C)C)C=C2C=CC=CC2=C3)=O)C1